1-(3-chloroimidazo[1,2-b]pyridazin-6-yl)ethan-1-one ClC1=CN=C2N1N=C(C=C2)C(C)=O